C(#N)CC(C#CC1=CC=C(C(=O)OC)C=C1)(C)C methyl 4-(4-cyano-3,3-dimethyl-but-1-ynyl)benzoate